C(C(=O)O)(=O)O.C(CC)(=O)O.COC=1C=C(CC2NCCC3=CC(=C(C=C23)OC)OC)C=CC1OC [1-(3,4-dimethoxybenzyl)-6,7-dimethoxy-1,2,3,4-tetrahydroisoquinoline] propionate oxalate